FC1=CC=C(C=C1)[C@H]1C[C@@H](CO1)C1=NOC(=N1)CN1C(=NC=2N=CN(C2C1=O)C)C 1-((3-((3R,5R)-5-(4-fluorophenyl)tetrahydro-furan-3-yl)-1,2,4-oxadiazol-5-yl)methyl)-2,7-dimethyl-1,7-dihydro-6H-purin-6-one